N-((2-(6-((2R,6S)-2,6-dimethylmorpholino)pyridin-2-yl)-1,6-naphthyridin-7-yl)methyl)-1-(methylsulfonyl)pyrrolidine-3-carboxamide C[C@H]1O[C@H](CN(C1)C1=CC=CC(=N1)C1=NC2=CC(=NC=C2C=C1)CNC(=O)C1CN(CC1)S(=O)(=O)C)C